C(C1=CC=CC=C1)OC=1C(=C2CCC(OC2=C(C1C)C)(C)COS(=O)(=O)C(F)(F)F)C.FC1=C(C=CC(=C1)F)N1C=C(C=C1)[C-]1C=CC=C1.[C-]1(C=CC=C1)C1=CN(C=C1)C1=C(C=C(C=C1)F)F.[Ti+2] bis(1-(2,4-difluorophenyl)-3-pyrrolyl)titanocene (6-(benzyloxy)-2,5,7,8-tetramethylchroman-2-yl)methyl-trifluoromethanesulfonate